CS(=O)(=O)OC1=CC=CC=2C3=C(OC21)CCCC32COCC2.[Na] Sodium (4,5-dihydro-2H,3'H-spiro[furan-3,1'-dibenzofuran]-6'-yl) methanesulfonate